COC=1C=C2C(=CC(=NC2=CC1OC)C(=O)O)N1CCC(CC1)C1CN(CCC1)S(=O)(=O)N.C1(CCCCCC1)SC1CCC(CC1)=O 4-(cycloheptylthio)cyclohexanone 6,7-dimethoxy-4-(1-(aminosulfonyl)-[3,4'-bipiperidin]-1'-yl)quinolineformate salt